C(=O)(OC(C)(C)C)N1CCC(CC1)NC(=O)N 1-(N-Boc-4-piperidinyl)urea